C12CN(CC2C1)C(=O)C=1N=C2N(N1)[C@H](C[C@H]2F)C2=CC=CC=C2 |r| 3-azabicyclo[3.1.0]hexan-3-yl-[rac-(5R,7R)-7-fluoro-5-phenyl-6,7-dihydro-5H-pyrrolo[1,2-b][1,2,4]triazol-2-yl]methanone